4-(2-(2-benzyloxy-naphthalen-1-yl)ethyl)piperidine C(C1=CC=CC=C1)OC1=C(C2=CC=CC=C2C=C1)CCC1CCNCC1